C1(CC1)C1=C(C(=NO1)C1=C(C=NC=C1Cl)Cl)/C=C/C1C2CN(CC12)C1=NOC(=N1)C1=CC=C(C(=O)O)C=C1 (E)-4-(3-(6-(2-(5-cyclopropyl-3-(3,5-dichloropyridin-4-yl)isoxazol-4-yl)vinyl)-3-azabicyclo[3.1.0]hex-3-yl)-1,2,4-oxadiazol-5-yl)benzoic acid